N-((1S,2S)-2-(Dimethylamino)cyclopentyl)-5-(2-methyl-4-phenoxyphenyl)-4-oxo-4,5-dihydro-3H-1-thia-3,5,8-triazaacenaphthylene-2-carboxamide CN([C@@H]1[C@H](CCC1)NC(=O)C=1SC=2N=CC=C3N(C(NC1C23)=O)C2=C(C=C(C=C2)OC2=CC=CC=C2)C)C